FC=1C(=NC(=NC1)NC1=C(C=CC(=C1)N1CCN(CC1)C)OC(F)(F)F)C1=CC=C2C=NC(C2=C1)=O 6-(5-fluoro-2-((5-(4-methylpiperazin-1-yl)-2-(trifluoromethoxy)phenyl)amino)pyrimidin-4-yl)isoindol-1-one